CC1=C(C=CC=C1)C1CCCC=C1 methyl-1',2',3',4'-tetrahydro-[1,1'-biphenyl]